The molecule is a member of the class of azadirachtin found in the neem tree, Azadirachta indica. It has a role as a plant metabolite. It is an azadirachtin and a methyl ester. C/C=C(\\C)/C(=O)O[C@@H]1C[C@H]([C@]2(CO[C@@H]3[C@@H]2[C@]14CO[C@@]([C@H]4[C@]([C@@H]3O)(C)[C@@]56[C@@H]7C[C@H]([C@@]5(O6)C)[C@]8(C=CO[C@H]8O7)O)(C(=O)OC)O)C(=O)OC)OC(=O)C